3,3'-((5-(diphenylamino)-1,3-phenylene)bis(oxy))bis(4-bromo-N,N-diphenylaniline) C1(=CC=CC=C1)N(C=1C=C(C=C(C1)OC=1C=C(N(C2=CC=CC=C2)C2=CC=CC=C2)C=CC1Br)OC=1C=C(N(C2=CC=CC=C2)C2=CC=CC=C2)C=CC1Br)C1=CC=CC=C1